NC=1N=C(SC1C(=O)C1=CC=C(OCC(=O)OCC)C=C1)N(C1=CC=C(C=C1)F)C(C(=O)N)C ethyl 2-[4-[4-amino-2-(4-fluoro-N-[2-amino-1-methyl-2-oxoethyl]anilino)thiazole-5-carbonyl]phenoxy]acetate